[N+](=O)([O-])C1=CC=C(NC([C@@H](N)CCCCN)=O)C=C1 L-Lysine p-nitroanilide